NC1=NC=NN2C1=C(C(=C2C(C)C)C2=CC=C(C=C2)C=O)C(=O)NC2=CC=C(C=C2)COC 4-amino-6-(4-formylphenyl)-7-isopropyl-N-(4-(methoxymethyl)phenyl)pyrrolo[2,1-f][1,2,4]triazine-5-carboxamide